cis-N-(3-(4-cyano-1H-1,2,3-triazol-1-yl)-4-methylphenyl)-3-methyl-6-azabicyclo[3.1.1]heptane-6-carboxamide C(#N)C=1N=NN(C1)C=1C=C(C=CC1C)NC(=O)N1C2CC(CC1C2)C